1-(1-(5-(2,5-dihydrofuran-3-yl)pyrimidin-2-yl)piperidin-4-yl)-6-fluoro-4-methyl-1,4-Dihydroquinoxaline-2,3-dione O1CC(=CC1)C=1C=NC(=NC1)N1CCC(CC1)N1C(C(N(C2=CC(=CC=C12)F)C)=O)=O